1-(3-(triethoxysilyl)propyl)-5-((3-(triethoxysilyl)propyl)carbamoyl)-1H-pyrrole C(C)O[Si](CCCN1C=CC=C1C(NCCC[Si](OCC)(OCC)OCC)=O)(OCC)OCC